ClC=1C(=NC=CC1)N1N=C(C=C1C(=O)O)OC1CS(C1)(=O)=O 1-(3-chloropyridin-2-yl)-3-((1,1-dioxothietan-3-yl)oxy)-1H-pyrazole-5-carboxylic acid